BrCCCCCCC(CC)Br 1,7-dibromononane